N-(phenyl-(p-nitrophenyl)methyl)benzamide C1(=CC=CC=C1)C(NC(C1=CC=CC=C1)=O)C1=CC=C(C=C1)[N+](=O)[O-]